5-METHOXY-1H-PYRROLO[2,3-C]PYRIDINE-3-CARBALDEHYDE COC=1C=C2C(=CN1)NC=C2C=O